ethyl 2-(5-bromo-2-iodo-1H-indol-3-yl)acetate BrC=1C=C2C(=C(NC2=CC1)I)CC(=O)OCC